OC1=C(C(=O)C2=C(C=C(C=C2)OC)O)C=C(C(=C1)OC)S(=O)(=O)O.[Th] thorium 2,2'-dihydroxy-4,4'-dimethoxy-5-sulfobenzophenone